ClC1=C(CCC2(CN(CC2)CC2=CC=C(C=C2)NC(C)=O)COCC)C=CC=C1 N-(4-((3-(2-chlorophenethyl)-3-(ethoxymethyl)pyrrolidin-1-yl)methyl)phenyl)acetamide